N-(2-(4-cyclopentylpiperazine-1-yl)-4-methoxy-5-((6-((R)-3-(6-methylpyridine-3-yl)isoxazolidine-2-yl)pyrimidine-4-yl)amino)phenyl)acrylamide C1(CCCC1)N1CCN(CC1)C1=C(C=C(C(=C1)OC)NC1=NC=NC(=C1)N1OCC[C@@H]1C=1C=NC(=CC1)C)NC(C=C)=O